cis-3-undecene-1,11-dicarboxylic anhydride C1C\C=C/CCCCCCCC(=O)OC1=O